2-(5-fluoro-3-methyl-2-oxo-3H-benzofuran-6-yl)acetic acid FC=1C(=CC2=C(C(C(O2)=O)C)C1)CC(=O)O